C(C)OC(=O)C=1C(C=C2N(C(CC3=CC(=C(C=C23)OC)C=2C=NC(=CC2)F)C(C)(C)C)C1)=O 6-tert-butyl-9-(6-fluoropyridin-3-yl)-10-methoxy-2-oxo-6,7-dihydro-2H-pyrido[2,1-a]isoquinoline-3-carboxylic acid ethyl ester